(2S)-1-(tert-butoxycarbonyl)-4,4-dimethylpiperidine-2-carboxylic acid C(C)(C)(C)OC(=O)N1[C@@H](CC(CC1)(C)C)C(=O)O